magnesium mono-p-nitrobenzyl malonate C1=CC(=CC=C1COC(=O)CC(=O)[O-])[N+](=O)[O-].C1=CC(=CC=C1COC(=O)CC(=O)[O-])[N+](=O)[O-].[Mg+2]